BrC1=C(C=C(C(=O)N2CC=3N(CC2)C(N(C3C(=O)N[C@H](C)C3=C2N=CC=NC2=CC=C3)C3=CC=C(C=C3)OC3CC3)=O)C=C1)Cl |r| 7-(4-bromo-3-chloro-benzoyl)-2-[4-(cyclopropoxy)phenyl]-3-oxo-N-[rac-(1R)-1-quinoxalin-5-ylethyl]-6,8-dihydro-5H-imidazo[1,5-a]pyrazine-1-carboxamide